C(C)OC=1C=CC(=C(C1)C1=CC=C(C(=N1)N1C(C[C@@H](C1)C)(C)C)C(=O)NS(=O)(=O)C=1C(NC=CC1)=O)F 6-(5-Ethoxy-2-fluorophenyl)-N-[(2-oxo-1H-pyridin-3-yl)sulfonyl]-2-[(4S)-2,2,4-trimethylpyrrolidin-1-yl]pyridin-3-carboxamid